C1=C(C=CC2=CC=CC=C12)C1=N[C@@H]2[C@H](N1)CN(C2)C(=O)OC(C)(C)C Tert-butyl (3aS,6aR)-2-(naphthalen-2-yl)-3a,4,6,6a-tetrahydropyrrolo[3,4-d]imidazole-5(1H)-carboxylate